NC1=NC2=CC(=CC=C2C=C1Br)C[C@H]1OC[C@]2([C@@H]1O[C@H]([C@@H]2O)N2C=CC1=C2N=CN=C1C)O (2R,3R,3aS,6R,6aR)-6-((2-amino-3-bromoquinolin-7-yl)methyl)-2-(4-methyl-7H-pyrrolo[2,3-d]pyrimidin-7-yl)tetrahydrofuro[3,4-b]furan-3,3a(4H)-diol